P(OC1=CC2=C(C=C(C=C2C=C1C(C)(C)C)C(C)(C)C)C(C)(C)C)(OC1=CC2=C(C=C(C=C2C=C1C(C)(C)C)C(C)(C)C)C(C)(C)C)OC1CCCCC1 bis(3,6,8-tri-t-butyl-2-naphthyl) cyclohexyl phosphite